C(C=C)(=O)O.C(C=C)(=O)O.C(C1=CC=C(C(=O)O)C=C1)(=O)O terephthalic acid diacrylate